ClC=1C(=NC=CC1C)C=C 3-chloro-4-methyl-2-vinylpyridine